tert-Butyl (R)-3-((4-((triisopropylsilyl)ethynyl)pyrimidin-2-yl)oxy)piperidine-1-carboxylate C(C)(C)[Si](C(C)C)(C(C)C)C#CC1=NC(=NC=C1)O[C@H]1CN(CCC1)C(=O)OC(C)(C)C